(Z)-S-(2-(N-((4-amino-2-methylpyrimidin-5-yl)methyl)formamido)-5-hydroxypent-2-en-3-yl) 3,5-di-tert-butylbenzothioate C(C)(C)(C)C=1C=C(C(S\C(=C(\C)/N(C=O)CC=2C(=NC(=NC2)C)N)\CCO)=O)C=C(C1)C(C)(C)C